COC(N(CC)OC)(C)CC1=CC=CC=C1 dimethoxy-ethyl-amphetamine